C(#N)CN1N=C2C(N(C(C=C2N2C[C@H](N(C[C@@H]2CC)C(C)C2=CC=C(C(=O)N(C)C)C=C2)CC)=O)C)=C1 4-(1-((2R,5S)-4-(2-(cyanomethyl)-4-methyl-5-oxo-4,5-dihydro-2H-pyrazolo[4,3-b]pyridin-7-yl)-2,5-diethylpiperazin-1-yl)ethyl)-N,N-dimethylbenzamide